1-(3-((4-(2-fluoro-5-((4-oxo-3,4-dihydrophthalazin-1-yl)methyl)benzoyl)piperazin-1-yl)methyl)phenyl)dihydropyrimidine-2,4(1H,3H)-dione FC1=C(C(=O)N2CCN(CC2)CC=2C=C(C=CC2)N2C(NC(CC2)=O)=O)C=C(C=C1)CC1=NNC(C2=CC=CC=C12)=O